CC1(CC1)NC(O[C@H]1C[C@H](CC1)C=1C=NC(=NC1)N)=O |r| rac-(1R,3S)-3-(2-aminopyrimidin-5-yl)cyclopentyl (1-methylcyclopropyl)carbamate